2-(((benzyloxy)carbonyl)amino)-2-methylpropanoic acid C(C1=CC=CC=C1)OC(=O)NC(C(=O)O)(C)C